3-amino-5-(4-aminophenyl)1H-pyrazole-1-carboxylic acid tert-butyl ester C(C)(C)(C)OC(=O)N1N=C(C=C1C1=CC=C(C=C1)N)N